CN1N=CC=C1C1=CNC2=C1N=C(N=C2C2=CC=NC=C2)N2CCOCC2 4-(7-(1-methyl-1H-pyrazol-5-yl)-4-(pyridin-4-yl)-5H-pyrrolo[3,2-d]pyrimidin-2-yl)morpholine